C1(=CC=CC=C1)C1=NC=CC2=C(C=CC=C12)C1=CC=CC=C1 1,5-diphenylisoquinoline